(4-hydroxy-2,2,6,6-tetramethyl-1-piperidinol) phosphate P(=O)(O)(O)O.OC1CC(N(C(C1)(C)C)O)(C)C